COC1=CC(=CC(=C1O)OC)C(=O)O The molecule is a dimethoxybenzene that is 3,5-dimethyl ether derivative of gallic acid. It has a role as a plant metabolite. It is a member of benzoic acids, a dimethoxybenzene and a member of phenols. It derives from a gallic acid. It is a conjugate acid of a syringate.